CC(C)(C)S(=O)/N=C/C1CC2C(CC1)C2 (NE)-2-methyl-N-(norcarane-3-ylmethylene)propane-2-sulfinamide